5-(METHOXYCARBONYL)FURAN-2-BORONIC ACID COC(=O)C1=CC=C(O1)B(O)O